IC=1C=C(OC2=NC=CC=C2)C=CC1 2-(3-Iodophenoxy)pyridine